8-fluoro-2-oxo-1,2-dihydro-1,6-naphthyridine-7-carbonitrile FC=1C(=NC=C2C=CC(NC12)=O)C#N